NC1=NC(=CC(=C1C(=O)O)C(=O)O)C 2-amino-6-methyl-3,4-pyridine-dicarboxylic acid